(R)-1-(10,11-dihydro-5H-dibenzo[b,f]azepin-5-yl)-2-((1-(4-fluorophenyl)ethyl)amino)ethan-1-one C1=CC=CC=2N(C3=C(CCC21)C=CC=C3)C(CN[C@H](C)C3=CC=C(C=C3)F)=O